2''-(3-chloro-4-methylphenyl)dispiro[[1,3]dioxolane-2,1'-cyclohexane-4',1''-indene] ClC=1C=C(C=CC1C)C=1C2(C3=CC=CC=C3C1)CCC1(CC2)OCCO1